C(C)(C)(C)OC(CCCOC=1C=C(C(=O)O)C=CC1)=O 3-(4-(tert-butoxy)-4-oxobutoxy)benzoic acid